BrC1=CC(=NN1C=1C=C(C=CC1)N1CCN(CC1)CCO)N1C(=CC=C1C)C 2-(4-(3-(5-bromo-3-(2,5-dimethyl-1H-pyrrol-1-yl)-1H-pyrazol-1-yl)phenyl)piperazin-1-yl)ethan-1-ol